(2R,4S,5R,6R)-6-((1R,2R)-3-amino-1,2-dihydroxypropyl)-2-((5-carboxypentyl)oxy)-5-(2-hydroxyacetamido)-4-(prop-2-yn-1-yloxy)tetrahydro-2H-pyran-2-carboxylic acid NC[C@H]([C@@H](O)[C@H]1[C@@H]([C@H](C[C@@](O1)(C(=O)O)OCCCCCC(=O)O)OCC#C)NC(CO)=O)O